COC(C(C)(C)OCC)=O.C(C)(C)(C)OC(=O)N1CCC(CC1)[Zn]I [1-(tert-butoxycarbonyl)piperidin-4-yl](iodo)zinc methyl-2-ethoxy-2-methyl-propanoate